C1(=CC=C(C=C1)N1CCNCC1)C 4-(p-tolyl)piperazin